NC=1C(=NC(=C(C1)OC)OC)C#N 3-amino-5,6-dimethoxypicolinonitrile